(2S,3S)-2-({[1,1'-biphenyl]-3-yl}methyl)-3-(hydroxymethyl)-3-{[(R)-2-methylpropan-2-sulfinyl]amino}piperidine-1-carboxylic acid tert-butyl ester C(C)(C)(C)OC(=O)N1[C@H]([C@](CCC1)(N[S@](=O)C(C)(C)C)CO)CC=1C=C(C=CC1)C1=CC=CC=C1